4-cyclopentyl-1-[4-(phenylthio)phenyl]-1,2-butanedione 2-(O-benzoyloxime) C(C1=CC=CC=C1)(=O)ON=C(C(=O)C1=CC=C(C=C1)SC1=CC=CC=C1)CCC1CCCC1